Cl.ClC1=CC=C(C=C1)NC1N(C(=NC(=N1)N)N1CCOCC1)C1=CC=C(C=C1)C N-(4-Chlorophenyl)-6-morpholine-4-yl-N1-p-tolyl[1,3,5]triazine-2,4-diamine hydrochloride